FC=1C=C2C(C[C@H]([C@@H](C2=CC1F)NC(=O)NC=1C(=NC=C(C1)C)C1=CC=CC=C1)O)(C)C 1-((1r,2r)-6,7-difluoro-2-hydroxy-4,4-dimethyl-1,2,3,4-tetrahydronaphthalen-1-yl)-3-(5-methyl-2-phenylpyridin-3-yl)urea